C(=O)O.CC(CNC1=NC=2C=C(C(=CC2C2=C1CCC2)OC)OCCCN2CCCC2)(C)C N-(2,2-dimethylpropyl)-8-methoxy-7-[3-(pyrrolidin-1-yl)propoxy]-1H,2H,3H-cyclopenta[c]quinolin-4-amine formate